(8S)-8-((S)-2-((R)-4-benzyl-2-oxooxazolidin-3-yl)-1-(4-chlorophenyl)-2-oxoethyl)-2-oxa-7-azaspiro[4.4]nonane-7-carboxylic acid tert-butyl ester C(C)(C)(C)OC(=O)N1CC2(CCOC2)C[C@H]1[C@@H](C(=O)N1C(OC[C@H]1CC1=CC=CC=C1)=O)C1=CC=C(C=C1)Cl